N1N=NC(=C1)S(=O)(=O)Cl 1H-1,2,3-triazole-4-sulfonyl chloride